4-hydrazinylbenzonitrile N(N)C1=CC=C(C#N)C=C1